methyl (S)-4-(2,4-dichlorophenyl)-5-(4-(pyrrolidin-3-yloxy)phenyl)-2,3-dihydrobenzo[b]oxepine-8-carboxylate ClC1=C(C=CC(=C1)Cl)C1=C(C2=C(OCC1)C=C(C=C2)C(=O)OC)C2=CC=C(C=C2)O[C@@H]2CNCC2